NC(CC(O)C1=CC=C(C=C1)F)CF 3-amino-4-fluoro-1-(4-fluorophenyl)butan-1-ol